3-(2,4-dichloro-5-fluorophenyl)-N-(3-hydroxypropyl)-1H-pyrazole-5-carboxamide ClC1=C(C=C(C(=C1)Cl)F)C1=NNC(=C1)C(=O)NCCCO